4-Fluoro-2-(methoxy-d3)-1-(2,2,2-trifluoro-1-methoxyethyl)benzene FC1=CC(=C(C=C1)C(C(F)(F)F)OC)OC([2H])([2H])[2H]